3,5-di-tert-butyloxycyclohexylamine C(C)(C)(C)OC1CC(CC(C1)OC(C)(C)C)N